3-(4-fluorophenyl)-2-butenoic acid FC1=CC=C(C=C1)C(=CC(=O)O)C